ClC1=CC=C(C=C1)C1=NC=CC=C1F 2-(4-chlorophenyl)-3-fluoropyridin